(3-(2-(4-(5-(difluoromethyl)-1,3,4-oxadiazol-2-yl)-2-fluorobenzyl)-2H-tetrazol-5-yl)phenyl)(morpholinyl)methanone FC(C1=NN=C(O1)C1=CC(=C(CN2N=C(N=N2)C=2C=C(C=CC2)C(=O)N2CCOCC2)C=C1)F)F